FC1CC(C1)C(=O)NC=1C=CC(=NC1)C=1N=NN(C1NC(O[C@H](C)C=1C(=NC=CC1)Cl)=O)C (R)-1-(2-chloropyridin-3-yl)ethyl (4-(5-((1r,3R)-3-fluorocyclobutane-1-carboxamido)pyridin-2-yl)-1-methyl-1H-1,2,3-triazol-5-yl)carbamate